tert-butyl (6-(p-tolyl)spiro[3.3]heptan-2-yl)carbamate C1(=CC=C(C=C1)C1CC2(CC(C2)NC(OC(C)(C)C)=O)C1)C